FC(C(C)(O)C)(C1=C(C(=CC=C1)[C@@H](C)NC=1C2=C(N=C(N1)C)C=NC(=C2)P(=O)(C(C)C)C)F)F 1,1-difluoro-1-{2-fluoro-3-[(1R)-1-({2-methyl-6-[methyl(propan-2-yl)phosphoryl]pyrido[3,4-d]pyrimidin-4-yl}amino)ethyl]phenyl}-2-methylpropan-2-ol